(Z)-1-(4-hydroxyphenyl)ethan-1-one oxime OC1=CC=C(C=C1)\C(\C)=N/O